2-((2s,4s)-5-chloro-6-fluoro-2-(((6-hydroxyspiro[3.3]heptan-2-yl)amino)methyl)-2-phenyl-2,3-dihydrobenzofuran-4-yl)-4-(difluoromethoxy)-3-fluorobenzamide ClC=1C(=CC2=C(C[C@](O2)(C2=CC=CC=C2)CNC2CC3(C2)CC(C3)O)C1C1=C(C(=O)N)C=CC(=C1F)OC(F)F)F